C(C)(C)(C)OC(=O)N(C=1C=C2C=NN(C2=CC1)C(=O)OC(C)(C)C)C1=NC(=NC=C1)Cl tert-butyl 5-(tert-butoxycarbonyl(2-chloropyrimidin-4-yl)amino)-1H-indazole-1-carboxylate